3-((trimethylsilyl)phenyl)cyclohexanecarboxamide C[Si](C)(C)C1=C(C=CC=C1)C1CC(CCC1)C(=O)N